[Li].N1(CCCCC1)C1=CC=C(C)C=C1 p-piperidinotoluene lithium